N-(4-(4-amino-1-(2,2-diethoxyethyl)-1H-pyrazolo[3,4-d]pyrimidin-3-yl)benzyl)-5-fluoro-2-methoxybenzamide NC1=C2C(=NC=N1)N(N=C2C2=CC=C(CNC(C1=C(C=CC(=C1)F)OC)=O)C=C2)CC(OCC)OCC